CC1=CN=CS1 (5-methyl)thiazol